N[C@H]1CN(CCC1)C(=O)C1=NN(C(=C1)C1=CC=C(C#N)C=C1)C1=C(C=C(C=C1)C1CC1)F (R)-4-(3-(3-Aminopiperidin-1-carbonyl)-1-(4-cyclopropyl-2-fluorophenyl)-1H-pyrazol-5-yl)benzonitril